N(=NC(C(=O)[O-])(C)C)C(C(=O)[O-])(C)C azo-di-isobutyrate